OC1=CC=C(C=C1)C(CC)O p-hydroxy-phenylpropanol